1-(2-((4-((2-(dimethylphosphoryl)phenyl)amino)-5H-pyrrolo[3,2-d]pyrimidin-2-yl)amino)-7,8-dihydro-1,6-naphthyridin-6(5H)-yl)-2-hydroxyethan-1-one CP(=O)(C)C1=C(C=CC=C1)NC=1C2=C(N=C(N1)NC1=NC=3CCN(CC3C=C1)C(CO)=O)C=CN2